N-(3,3-dimethylbutan-2-yl)undecane-1,11-diamine CC(C(C)NCCCCCCCCCCCN)(C)C